FC(CN1CC(C1)C(=O)NC=1N=CC2=CC=C(C=C2C1)C=1C=NN(C1)C)F 1-(2,2-difluoroethyl)-N-(6-(1-methyl-1H-pyrazol-4-yl)isoquinolin-3-yl)azetidine-3-carboxamide